(E)-but-2-enedioate C(\C=C\C(=O)[O-])(=O)[O-]